NC1CCC(CC1)NC1=NC2=C(C=C(C=C2C=N1)C=1C=CC(=NC1OC)NS(=O)(=O)CCC(F)(F)F)CC N-(5-(2-(((1r,4r)-4-aminocyclohexyl)amino)-8-ethylquinazolin-6-yl)-6-methoxypyridin-2-yl)-3,3,3-trifluoropropane-1-sulfonamide